2-decyl-2-(hydroxymethyl)propane-1,3-diol C(CCCCCCCCC)C(CO)(CO)CO